1-(tert-butyl) 2-methyl (2R,4S)-2-(2-(chloromethyl)allyl)-4-((4-nitrobenzoyl)oxy)pyrrolidine-1,2-dicarboxylate ClCC(C[C@]1(N(C[C@H](C1)OC(C1=CC=C(C=C1)[N+](=O)[O-])=O)C(=O)OC(C)(C)C)C(=O)OC)=C